hexa-1,3,5-triene-1,1,3-tricarbaldehyde C(=CC(=CC=C)C=O)(C=O)C=O